C(=C)(C)C=1C(=NC=CN1)N(CC1=CC=C(C=C1)OC)CC1=CC=C(C=C1)OC isopropenyl-N,N-bis[(4-methoxyphenyl)methyl]pyrazin-2-amine